OC1=C(C(=O)C2=CC=CC=C2)C=CC(=C1)OCC(COCCCCCCCCCC)O 2-hydroxy-4-(2-hydroxy-3-decoxypropoxy)benzophenone